2,2'-dimethoxy-[1,1'-binaphthyl] COC1=C(C2=CC=CC=C2C=C1)C1=C(C=CC2=CC=CC=C12)OC